N-(1-cyclopropyl-7-(difluoromethoxy)-1H-indazol-3-yl)-4-fluorobenzamide C1(CC1)N1N=C(C2=CC=CC(=C12)OC(F)F)NC(C1=CC=C(C=C1)F)=O